Cl.C[C@@H]1[C@H](C2=CC(=CC=C2C1)C)N (1R,2S)-2,6-dimethyl-2,3-dihydro-1H-inden-1-amine HCl salt